bis(ethylisopropylamino)butylvinylsilane methyl-(2R)-2-(tert-butoxycarbonylamino)-3-hydroxy-propanoate COC([C@@H](CO)NC(=O)OC(C)(C)C)=O.C(C)N(C(C)C)C(CCCC=C[SiH3])N(CC)C(C)C